2-(3-((tert-Butoxycarbonyl)amino)bicyclo[1.1.1]pent-1-yl)thiazole-4-carboxylic acid C(C)(C)(C)OC(=O)NC12CC(C1)(C2)C=2SC=C(N2)C(=O)O